NC1=CC=C(C2=C1OCO2)N2CCC(CC2)N(C)C 1-(7-aminobenzo[d][1,3]dioxol-4-yl)-N,N-dimethylpiperidin-4-amine